NC1=NC2=C(C=3N1N=C(N3)C3=NC=CC=C3)C(=C(N2CCN2CCN(CC2)C2=CC=C(OCC(=O)O)C=C2)C(N)=O)Cl 2-(4-(4-(2-(5-amino-8-carbamoyl-9-chloro-2-(pyridin-2-yl)-7H-pyrrolo[3,2-e][1,2,4]triazolo[1,5-c]pyrimidin-7-yl)ethyl)piperazin-1-yl)phenoxy)acetic acid